tert-butyl 6-(nicotinamido)-4-phenylisoindoline-2-carboxylate C(C1=CN=CC=C1)(=O)NC1=CC(=C2CN(CC2=C1)C(=O)OC(C)(C)C)C1=CC=CC=C1